COS(=O)(=O)[O-].C(C=C)(=O)OCCC[N+](C)(C)C acryloyloxypropyltrimethyl-ammonium methylsulfate